C(C(=C)C)(=O)OCC(C)(C)C neopentyl methacrylate